C1(=CC=CC=C1)C(NC(C(=C)C)=O)(C1=CC=CC=C1)C1=CC=CC=C1 N-(triphenylmethyl)-methacrylamide